OCN(CO)CO Tris-hydroxymethyl-ammonia